CN(CCC1=CN(C2=CC=CC=C12)C(=O)OC(C)(C)C)C tert-butyl 3-[2-(dimethyl-amino)ethyl]indole-1-carboxylate